NC1CCN(CCC1)C=1N(C(C2=C(N1)NC=C2C2=C(C1=CN(N=C1C=C2)CC)Cl)=O)C (4-aminoazepan-1-yl)-5-(4-chloro-2-ethyl-2H-indazol-5-yl)-3-methyl-3H,4H,7H-pyrrolo[2,3-d]pyrimidin-4-one